2-[2-[4-fluoro-2-[5-methyl-1-(2,2,2-trifluoroethyl)pyrazol-4-yl]oxyphenyl]pyrimidin-5-yl]ethanamine FC1=CC(=C(C=C1)C1=NC=C(C=N1)CCN)OC=1C=NN(C1C)CC(F)(F)F